tetratetracont-41-ene CCCCCCCCCCCCCCCCCCCCCCCCCCCCCCCCCCCCCCCCC=CCC